4-bromo-N,N-dimethyl-benzene-1-sulfonamide BrC1=CC=C(C=C1)S(=O)(=O)N(C)C